FC1=C2C(NC(C2=CC=C1)=O)OC 4-fluoro-3-methoxy-2,3-dihydro-1H-isoindol-1-on